C(C)(C)(C)P(C1CCCC1)C(C)(C)C di-tert-butyl-(cyclopentyl)phosphane